2-amino-5-(phenylmethoxy)-4-methoxybenzoic acid phenylmethyl ester C1(=CC=CC=C1)COC(C1=C(C=C(C(=C1)OCC1=CC=CC=C1)OC)N)=O